(2R,3R,4R,5R,6R)-5-acetamido-2-(acetoxymethyl)-6-mercaptotetrahydro-2H-pyran-3,4-diyl diacetate C(C)(=O)O[C@H]1[C@H](O[C@@H]([C@@H]([C@H]1OC(C)=O)NC(C)=O)S)COC(C)=O